[[(E)-5-(2,6-diaminopyrimidin-4-yl)oxypent-3-enyl]-(2,2-dimethyl-propanoyloxymethoxy)phosphoryl]oxymethyl 2,2-dimethylpropanoate CC(C(=O)OCOP(=O)(OCOC(C(C)(C)C)=O)CC\C=C\COC1=NC(=NC(=C1)N)N)(C)C